tert-butyl (R)-(cyclopropylmethyl)(1-(5-(3-((4-oxo-4H-pyrido[1,2-a]pyrimidin-2-yl)carbamoyl)oxetan-3-yl)pyridin-2-yl)piperidin-3-yl)carbamate C1(CC1)CN(C(OC(C)(C)C)=O)[C@H]1CN(CCC1)C1=NC=C(C=C1)C1(COC1)C(NC=1N=C2N(C(C1)=O)C=CC=C2)=O